1-(6-chloropyridin-2-yl)ethanol ClC1=CC=CC(=N1)C(C)O